dimethoxybutyl dicarbonate C(=O)(OCCCC(OC)OC)OC(=O)[O-]